monochloromonobromomonoiodomethane ClC(I)Br